[N+](=O)([O-])C1(N=CC=N1)CO L-2-nitroimidazolemethanol